C(=O)(OC(C)(C)C)N(C(C(=O)N)=O)N N'-Boc-aminooxalyl-diamine